2-methoxy-N-methyl-N-(pyrrolidin-3-ylmethyl)ethylamine dihydrochloride Cl.Cl.COCCN(CC1CNCC1)C